C1(CCC1)C(=O)N[C@@H]1CC[C@H](CC1)C(=O)N(C[C@@H]1CC[C@H](CC1)C1=CC(=C(C=C1)OC)C)C1=CC(=CC=C1)C=1CNN(C1)C1CC1 trans-4-(Cyclobutanecarboxamido)-N-(3-(1-cyclopropyl-2H-pyrazol-4-yl)phenyl)-N-((trans-4-(4-methoxy-3-methylphenyl)cyclohexyl)methyl)-cyclohexanecarboxamide